[4-[2-[1-(2,6-dioxo-3-piperidyl)-3-methyl-2-oxo-benzoimidazol-5-yl]ethyl]piperazin-1-yl]azetidine-1-carboxylic acid tert-butyl ester C(C)(C)(C)OC(=O)N1C(CC1)N1CCN(CC1)CCC1=CC2=C(N(C(N2C)=O)C2C(NC(CC2)=O)=O)C=C1